COC(C1=C(C=CC(=C1)N)C#CCNC(=O)OC(C)(C)C)=O.FC(C1=CC=CC(=N1)N1CCNCC1)(F)F [6-(trifluoromethyl)pyridine-2-yl]piperazine methyl-5-amino-2-(3-((tert-butoxycarbonyl)amino)prop-1-yn-1-yl)benzoate